[Si](C)(C)(C(C)(C)C)O[C@H]1[C@@H](O[C@@H]([C@H]1OCSSC)CO[Si](C)(C)C(C)(C)C)N1CN=CC=C1 1-((2R,3R,4R,5R)-3-((tert-butyldimethylsilyl)oxy)-5-(((tert-butyldimethylsilyl)oxy)methyl)-4-((methyldisulfaneyl)methoxy)tetrahydrofuran-2-yl)pyrimidine